(1S,2R,3S,5S)-2,3-dihydroxyl-4-(2-(5-methoxypyridin-3-yl)-6-(((4-methyl-pyridin-2-yl)methyl)amino)-9H-purin-9-yl)-N-methylbicyclo[3.1.0]hexane-1-formamide O[C@@H]1[C@@]2(C[C@@H]2C([C@@H]1O)N1C2=NC(=NC(=C2N=C1)NCC1=NC=CC(=C1)C)C=1C=NC=C(C1)OC)C(=O)NC